(1S,4s)-4-(8-(2,6-dichloro-4-fluorophenylamino)-2-((1R,3R,4R)-3-hydroxy-4-methylcyclohexylamino)-9H-purin-9-yl)cyclohexanecarboxamide ClC1=C(C(=CC(=C1)F)Cl)NC=1N(C2=NC(=NC=C2N1)N[C@H]1C[C@H]([C@@H](CC1)C)O)C1CCC(CC1)C(=O)N